COC1=C(C=2C(=CNC2C=C1)C)N 5-methoxy-3-methyl-1H-indol-4-amine